C(C)(C)(C)OC(=O)N1CC2CN(CC(C1)C2(F)F)CC2=CC=CC=C2 7-benzyl-9,9-difluoro-3,7-diazabicyclo[3.3.1]nonane-3-carboxylic acid tert-butyl ester